6-(benzylthio)pyridin-2-amine C(C1=CC=CC=C1)SC1=CC=CC(=N1)N